NC1=C(C=2C(=NC=C(C2S1)Cl)C=1C2=C(C=3C=NC(=NC3C1F)N1[C@H]([C@H](CC1)NC(C)C)C)COC2)C#N 2-Amino-7-chloro-4-(5-fluoro-3-((2S,3S)-3-(isopropylamino)-2-methylpyrrolidin-1-yl)-7,9-dihydrofuro[3,4-f]quinazolin-6-yl)thieno[3,2-c]pyridine-3-carbonitrile